C(CC[C@@H](C)[C@H]1CC[C@H]2[C@@H]3CC[C@@H]4CCCC[C@]4(C)[C@H]3CC[C@]12C)(=O)O 5β-cholan-24-oic acid